tert-butyl 2-((4-((2-amino-4-methyl-6-(2,4,6-triisopropylphenylsulfonyloxy)pyrimidin-5-yl)methyl)-3-methoxybenzyl) (2,2-difluoroethyl)amino)acetate NC1=NC(=C(C(=N1)C)CC1=C(C=C(CN(CC(=O)OC(C)(C)C)CC(F)F)C=C1)OC)OS(=O)(=O)C1=C(C=C(C=C1C(C)C)C(C)C)C(C)C